C(C)(C)C=1C=NC=2C=CC(=C(C2N1)C#N)NC1=CC(=C(C=C1)OCC1=CC=C(C=C1)OC)OC 3-isopropyl-6-((3-methoxy-4-((4-methoxybenzyl)oxy)phenyl)amino)quinoxaline-5-carbonitrile